2-[4-(4-aminopiperidin-1-yl)-5-(3-fluoro-5-methylphenyl)-2-methoxypyridin-3-yl]-1H-1,3-benzodiazole-5-carbonitrile NC1CCN(CC1)C1=C(C(=NC=C1C1=CC(=CC(=C1)C)F)OC)C1=NC2=C(N1)C=CC(=C2)C#N